BrC1=C2C(C=3C(=NC=4C=CC=CC4N3)C2=CC=C1)=NNC(=S)N bromo-11H-indeno[1,2-b]quinoxalin-11-one thiosemicarbazone